BrC=1C=NN2C1N=C(NC2=O)SC 8-bromo-2-methylsulfanyl-3H-pyrazolo[1,5-a][1,3,5]Triazin-4-one